COC(C1=CC=C(C=C1)CC(NC1=CC(=NO1)CC(C)(C)C)=O)=O 4-([[3-(2,2-dimethylpropyl)-1,2-oxazol-5-yl]carbamoyl]methyl)benzoic acid methyl ester